ClC1=C(CNC(OC(C)(C)C)=O)C(=CC=C1)[N+](=O)[O-] tert-butyl 2-chloro-6-nitrobenzylcarbamate